tricyclodecenylacrylate C1(=CCCCCCCCC1)C(=C(C(=O)[O-])C1=CCCCCCCCC1)C1=CCCCCCCCC1